C(COCCOCCOCC)(C(=O)[O-])C(=O)[O-] 3,6,9-trioxaundecanedicarboxylate